2-[(E)-2-(aminomethyl)-3-fluoro-allyl]-4-[4-(1,3-benzodioxol-5-yl)-2-fluoro-phenyl]-1,2,4-triazol-3-one hydrochloride Cl.NC/C(/CN1N=CN(C1=O)C1=C(C=C(C=C1)C1=CC2=C(OCO2)C=C1)F)=C\F